[5-(1-[(2E)-2-(aminomethyl)-3-fluoroprop-2-en-1-yl]-5-oxo-1,5-dihydro-4H-1,2,4-triazol-4-ylmethyl)thiophen-2-yl]pyridine-2-carbonitrile hydrochloride Cl.NC/C(/CN1N=CN(C1=O)CC1=CC=C(S1)C=1C(=NC=CC1)C#N)=C\F